NC1=NC=CC2=C1N(C(N2[C@@H]2CN(C[C@@H](C2)O[Si](C)(C)C(C)(C)C)C(C(=C)F)=O)=O)C2=CC=C(C=C2)OC2=CC=CC=C2 4-amino-1-((3s,5r)-5-((tert-butyldimethylsilyl)oxy)-1-(2-fluoroacryloyl)piperidin-3-yl)-3-(4-phenoxyphenyl)-1,3-dihydro-2H-imidazo[4,5-c]pyridin-2-one